(2R,7aS)-Sodium tert-butoxide CC(C)(C)[O-].[Na+]